C1(CCCCC1)C1=NC(=C2N1C(=CN=C2N)OCC)C2=CC=C(C=C2)OC2=CC=CC=C2 3-Cyclohexyl-5-ethoxy-1-(4-phenoxy-phenyl)-imidazo[1,5-a]pyrazin-8-ylamine